di-octadecyl-2-(3-tert-butyl-4-hydroxy-5-methylbenzyl)malonate C(CCCCCCCCCCCCCCCCC)OC(C(C(=O)OCCCCCCCCCCCCCCCCCC)CC1=CC(=C(C(=C1)C)O)C(C)(C)C)=O